(4-(2,6-dichloro-4-hydroxyphenoxy)-3,5-dimethylphenyl)(3-fluoro-5-methoxyphenyl)methanone Dimethyl-2-cyclohexylmalonate COC(C(C(=O)OC)C1CCCCC1)=O.ClC1=C(OC2=C(C=C(C=C2C)C(=O)C2=CC(=CC(=C2)OC)F)C)C(=CC(=C1)O)Cl